FC1CC(C1)C=O 3-Fluorocyclobutane-1-carboxaldehyde